OC(C(C([2H])([2H])[2H])(CCC[C@@H](C)[C@H]1CC[C@H]2[C@@H]3CC=C4C[C@@H](O)CC[C@]4(C)[C@H]3CC[C@]12C)[2H])([2H])[2H] 27-hydroxycholesterol-d6